C(#N)C1=CC=C(C=C1)C1=C2CN(CC2=CC(=C1)NCC)C#N 4-(4-cyanophenyl)-6-(ethylamino)isoindoline-2-carbonitrile